BrC=1C=C(C(=NC1F)N(C(C1=CC=C(C=C1)OC)=O)C(C1=CC=C(C=C1)OC)=O)F (5-bromo-3,6-difluoro-2-pyridinyl)-bis(p-anisoyl)amine